5-(2-acetyl-5-chlorophenyl)-6-ethoxy-2-(4-methoxybenzyl)pyridazin-3(2H)-one C(C)(=O)C1=C(C=C(C=C1)Cl)C1=CC(N(N=C1OCC)CC1=CC=C(C=C1)OC)=O